O=C1N(CC2=CC(=CC=C12)C1=CC(=C2C(=N1)NN=C2C(F)(F)F)CN2CCCC2)N2C(CCCC2=O)=O (1-oxo-5-(4-(pyrrolidin-1-ylmethyl)-3-(trifluoromethyl)-1H-pyrazolo[3,4-b]pyridin-6-yl)isoindolin-2-yl)piperidine-2,6-dione